C(C)OCCN1C(=NC2=C1C=CC=C2)N2CCN(CCC2)C 1-(2-ethoxyethyl)-2-(4-methyl-1-homopiperazinyl)-benzimidazole